N1(CCNCC1)C(CC)=O 1-piperazin-1-yl-propan-1-one